C(C)(C)(C)OC(=O)N[C@H](C(=O)OC)CCN(CCCCC1=NC=2NCCCC2C=C1)C1CC1 methyl (S)-2-((tert-butoxycarbonyl)amino)-4-(cyclopropyl(4-(5,6,7,8-tetrahydro-1,8-naphthyridin-2-yl)butyl)amino)butanoate